azathionine N=1SC=CC=CC=CC1